C(C1=CC=CC=C1)=C1NC(NC1(C)C)(C)C 4-benzylidene-2,2,5,5-tetramethylimidazoline